[SiH2]1NCCC1 silaazacyclopentane